acetamide chromium [Cr].C(C)(=O)N